CC=1C=C(C=CC1C)NC(=O)N1CCN(CC1)CC1=NC2=CC=CC=C2C(N1)=O N-(3,4-dimethylphenyl)-4-((4-oxo-3,4-dihydroquinazolin-2-yl)methyl)piperazine-1-carboxamide